4-(3-nitrophenyl)-3,6-dihydro-2H-pyran [N+](=O)([O-])C=1C=C(C=CC1)C=1CCOCC1